CC=1N=C(C=2N(C1)C=C(N2)C=2C(OC1=CC(=CC=C1C2)N2CCNCC2)=O)C 3-(6,8-dimethylimidazo[1,2-a]pyrazin-2-yl)-7-(piperazin-1-yl)-2H-chromen-2-one